(2-(2-(Naphthalen-1-yl)Thiazol-4-yl)Acetyl)Glycine C1(=CC=CC2=CC=CC=C12)C=1SC=C(N1)CC(=O)NCC(=O)O